1-undecyl-4-formylimidazole C(CCCCCCCCCC)N1C=NC(=C1)C=O